CN(CC1=C(C=CC=C1Cl)Cl)C(CC2=CC3=C(C=C2)N=C(C=C3)C4=C(C=CC=C4Cl)Cl)C(=O)O The molecule is an alanine derivative that is alanine substituted by a methyl and a 2,6-dichlorobenzyl group at N and a 2-(2,6-dichlorophenyl)-6-quinolyl group at position 3. It is a member of quinolines, a dichlorobenzene, a non-proteinogenic alpha-amino acid and a tertiary amino compound. It contains a 2,6-dichlorobenzoyl group.